NC1=NN2C(C=C(C=C2)C=2C=NC(=C(C(=O)NCC3=C(C=C(C=C3)F)OCC3CC3)C2)C)=N1 5-(2-amino-[1,2,4]triazolo[1,5-a]pyridin-7-yl)-N-(2-(cyclopropylmethoxy)-4-fluorobenzyl)-2-methylnicotinamide